C1(=CC=C(C=C1)C=1OC2=C(N1)C(=CC(=C2)C2=CC=C(C=C2)C=2C1=CC=CC=C1C=1C=CC=CC1C2)C2=CC=C(C=C2)C#N)C2=CC=CC=C2 2-(biphenyl-4-yl)-4-(4-cyano-phenyl)-6-{4-(phenanthren-9-yl)-phenyl}-benzoxazole